4,7-Dioxadecan-2,9-diamin CC(COCCOCC(C)N)N